4-[1-(4-acetylbenzoyl)-4-piperidinyl]-5-chloro-2-(4-pyridinyl)-1H-pyrimidin-6-one C(C)(=O)C1=CC=C(C(=O)N2CCC(CC2)C=2N=C(NC(C2Cl)=O)C2=CC=NC=C2)C=C1